methyl-α-cyano-β-methyl-4-methoxycinnamate COC(C(=C(C1=CC=C(C=C1)OC)C)C#N)=O